nitroso-ruthenium nitrate [N+](=O)([O-])[O-].N(=O)[Ru+2].[N+](=O)([O-])[O-]